NC1=C(C=C(OC2=NN(C=C2)C=2C=NC(=C(C#N)C2)C)C=C1)F 5-(3-(4-amino-3-fluorophenoxy)-1H-pyrazol-1-yl)-2-methylnicotinonitrile